C(=O)=CN1CCN(CCN(CCN(CC1)CC(C)O)C=C=O)C=C=O.[Gd] gadolinium 1,4,7-tris(carbonylmethyl)-10-(2'-hydroxypropyl)-1,4,7,10-tetraazacyclododecane